CC(S(=O)(=O)[O-])(CO)C(CCCCCCCCCCC)=O.[Na+].COS(=O)(=O)CCO.C1(=CC=CC=C1)[C@H]1[C@@H](CNC1)C(=O)NC1=CC=C(C=C1)NC=1C=NC=CC1 |r| (±)-trans-4-phenyl-N-[4-(pyridin-3-ylamino)phenyl]pyrrolidine-3-carboxamide methyl-isethionate sodium methyl-lauroyl-isethionate